O1C(=CC=C1C(=O)O)C(=O)O.NCCCCCCN hexamethylenediamine 2,5-furandicarboxylate